OC1=C(C=CC=C1)C1=CC2=C(N=N1)SC1=C2C[C@H](CC1)C(=O)N1[C@H]2CN[C@@H](C1)C2 (1R,4R)-5-((S)-3-(2-hydroxyphenyl)-5,6,7,8-tetrahydrobenzo[4,5]thieno[2,3-c]pyridazine-6-carbonyl)-2,5-diazabicyclo[2.2.1]heptan